COC(=O)/C(=C/[C@H]1C([C@@H]1C(=O)OCC1=C(C(=C(C(=C1C)F)COC)F)C)(C)C)/C 3,5-difluoro-2,6-dimethyl-4-methoxymethylbenzyl (1R)-trans-3-[(E)-(2-methoxycarbonyl-1-propenyl)]-2,2-dimethylcyclopropanecarboxylate